N-((1-(dimethylamino)cyclobutyl)methyl)-8-fluoro-7-(2-isopropylphenyl)-2-((tetrahydro-1H-pyrrolizin-7a(5H)-yl)methoxy)pyrido[4,3-d]pyrimidin-4-amine CN(C1(CCC1)CNC=1C2=C(N=C(N1)OCC13CCCN3CCC1)C(=C(N=C2)C2=C(C=CC=C2)C(C)C)F)C